4-(((1S)-2,2-dimethylcyclopropyl)methoxy)-6,7-dimethyl-2-((2S)-2-(1-methyl-1H-pyrazol-4-yl)-4-morpholinyl)pyrido[2,3-d]pyrimidine CC1([C@H](C1)COC=1C2=C(N=C(N1)N1C[C@@H](OCC1)C=1C=NN(C1)C)N=C(C(=C2)C)C)C